1-(4-ethyl-2-(heptane-3-yl) octyl) 5-(5,5,6,6,6-pentafluorohexyl) 3-hydroxyglutarate OC(CC(=O)OCC(CC(CCCC)CC)C(CC)CCCC)CC(=O)OCCCCC(C(F)(F)F)(F)F